4-[(2-methacryl-oxyethyl)phenylamino]anthraquinone C(=O)(C(=C)C)OCCN(C1=CC=CC=2C(C3=CC=CC=C3C(C12)=O)=O)C1=CC=CC=C1